CC1(C2=CC=CC=C2C3=C1C=C(C=C3)N(C4=CC=C(C=C4)C5=CC=CC=C5)C6=CC=C(C=C6)Br)C N-([1,1'-biphenyl]-4-yl)-N-(4-bromophenyl)-9,9-dimethyl-9H-fluoren-2-amine